tert-butyl 6-bromoimidazo[4,5-b]pyridine-3-carboxylate BrC=1C=C2C(=NC1)N(C=N2)C(=O)OC(C)(C)C